CC=1C=C2C(C=C(OC2=C(C1)[C@@H](C)NC1=C(C(=O)O)C=CC=C1)C1=CC2=CN(N=C2C=C1)CCN1CCOCC1)=O 2-[[(1R)-1-[6-methyl-2-[2-(2-morpholinoethyl)indazol-5-yl]-4-oxo-chromen-8-yl]ethyl]amino]benzoic acid